ClC1=CC=C(C=C1)C1(NC2=CC=C(C=C2)C)C(C=CC=C1)C (E)-1-(4-chlorophenyl)-N-(p-tolyl)toluidine